O1COC2=C1C=CC(=C2)CCC(C)=O 4-(1,3-benzodioxol-5-yl)butan-2-one